C(C)NS(=O)(=O)C=1C=C(C(=O)O)C=CC1C1=CN=C(S1)[C@@H]1CC[C@H](CC1)NC(=O)OC1COC1 trans-3-(ethylsulfamoyl)-4-[2-[4-(oxetan-3-yloxycarbonyl-amino)cyclohexyl]thiazol-5-yl]benzoic acid